(R)-1-(2-(1-(5-(1-isopropyl-3-methyl-2-oxo-2,3-dihydro-1H-imidazo[4,5-c]cinnolin-8-yl)pyridin-2-yl)ethoxy)ethyl)piperidine-4-carbonitrile C(C)(C)N1C(N(C=2N=NC=3C=CC(=CC3C21)C=2C=CC(=NC2)[C@@H](C)OCCN2CCC(CC2)C#N)C)=O